pyrroline N-oxide C1C[NH+](C=C1)[O-]